Benzyl 2-((3aS,6R)-6-(tert-butyl)-3-oxo-3a-propyl-1,3,3a,4,5,6-hexahydroisobenzofuran-1-yl)acetate C(C)(C)(C)[C@@H]1CC[C@@]2(C(OC(C2=C1)CC(=O)OCC1=CC=CC=C1)=O)CCC